C(C)(=O)C1=NN(C2=CC=C(C=C12)C=1C=NC(=NC1)C)CC(=O)N1C2CCC(C1C(=O)NC1=NC(=CC=C1C)Br)CC2 (1s,4s)-2-(2-(3-acetyl-5-(2-methylpyrimidin-5-yl)-1H-indazol-1-yl)acetyl)-N-(6-bromo-3-methylpyridin-2-yl)-2-azabicyclo[2.2.2]octane-3-carboxamide